OCCN1N=CC(=C1)C=1N(C2=CC=CC=C2C1)CC(F)(F)F 2-[1-(2-hydroxyethyl)-1H-pyrazol-4-yl]-1-(2,2,2-trifluoroethyl)-1H-indol